COC(=O)C1(CC1)C=1N=C(SC1)N 1-(2-amino-1,3-thiazol-4-yl)cyclopropanecarboxylic acid methyl ester